4-ethynyl-2-fluoro-6-methylaniline C(#C)C1=CC(=C(N)C(=C1)C)F